3-cyclopropyl-2-(5-(2-(3-fluoroazetidin-1-yl)ethyl)-2-oxopyridin-1(2H)-yl)propanoic acid Ethyl-3-cyclopropyl-2-(5-(2-(3-fluoroazetidin-1-yl)ethyl)-2-oxopyridin-1(2H)-yl)propanoate C(C)OC(C(CC1CC1)N1C(C=CC(=C1)CCN1CC(C1)F)=O)=O.C1(CC1)CC(C(=O)O)N1C(C=CC(=C1)CCN1CC(C1)F)=O